benzyl (2S)-3-methyl-2-[methyl (3-oxopiperazine-1-carbonyl) amino]butanoate CC([C@@H](C(=O)OCC1=CC=CC=C1)N(C(=O)N1CC(NCC1)=O)C)C